C(C)OC(=O)C=1C=NN(C1)C1CCC1 1-Cyclobutyl-1H-pyrazole-4-carboxylic acid ethyl ester